2-ethyl-3,5-dimethyl-4-ethoxyphenol C(C)C1=C(C=C(C(=C1C)OCC)C)O